6-(cyclopropyl(methyl-d3)amino)-8-(3-methoxy-2,6-dimethylphenyl)pyrido[3,4-d]pyrimidin-4(3H)-one C1(CC1)N(C1=CC2=C(N=CNC2=O)C(=N1)C1=C(C(=CC=C1C)OC)C)C([2H])([2H])[2H]